C1(NC(C[C@@H]2N1CCCC2)=O)=O (R)-hexahydro-1H-pyrido[1,2-c]pyrimidine-1,3(2H)-dione